FC1=NN(C=C1)C=1C=CC(=C(C1)O)C=1N=NC(=CC1)O[C@H]1[C@H]([C@@H]2CCC[C@H](C1)N2)F 5-(3-fluoro-1H-pyrazol-1-yl)-2-(6-(((1s,2s,3r,5r)-2-fluoro-9-azabicyclo[3.3.1]non-3-yl)oxy)pyridazin-3-yl)phenol